N(=[N+]=[N-])CCOCCOCCOCCOCCOCCOCCOCCOCCOCCOCCOCCOCCC(=O)O 3-[2-[2-[2-[2-[2-[2-[2-[2-[2-[2-[2-(2-azidoethoxy)ethoxy]ethoxy]ethoxy]ethoxy]ethoxy]ethoxy]ethoxy]ethoxy]ethoxy]ethoxy]ethoxy]propanoic acid